N[C@@H]1C[C@H](CC1)NC1=C(C=C(C=N1)N1C(C=CC=C1)=O)F 6'-(((1S,3s)-3-aminocyclopentyl)amino)-5'-fluoro-2H-[1,3'-bipyridyl]-2-one